C(CCC)OC(=O)C=1N=CN(C1)CC1=CC=C(C=C1)OCC1=CC2=CC=CC=C2C=C1 1-(4-(Naphthalen-2-ylmethoxy)benzyl)-1H-imidazole-4-carboxylic acid butyl ester